[NH4+].C1(OCC(C)O1)=O propylene carbonate ammonium